COC(CC1(C(N(C(C2=CC=C(C=C12)F)=O)C)=O)C)=O methyl-2-(6-fluoro-2,4-dimethyl-1,3-dioxo-1,2,3,4-tetrahydroisoquinolin-4-yl)acetate